C(C)(C)(C)OC(=O)N1CC=2N(CC1)C(=C(C2C#N)Br)C2=CC=C(C=C2)[N+](=O)[O-].CS(=O)(=O)OC2CCC(CC2)OCC2=CC=CC=C2 ((1s,4s)-4-(benzyloxy) cyclohexyl) methyl-sulfonate tert-butyl-7-bromo-8-cyano-6-(4-nitrophenyl)-3,4-dihydropyrrolo[1,2-a]pyrazine-2(1H)-carboxylate